Cl.FC1=C(C=CC(=C1)C(F)(F)F)C=1C(=NC(=NC1)N[C@H]1CNCC1)C (R)-5-(2-fluoro-4-(trifluoromethyl)phenyl)-4-methyl-N-(pyrrolidin-3-yl)pyrimidin-2-amine, hydrochloride salt